C1(CC1)C1=CC=C(C=C1)C(C)N1N=CC2=C(C=CC(=C12)C(=O)O)C#CC 1-(1-(4-cyclopropylphenyl)ethyl)-4-(propane-1-yn-1-yl)-1H-indazole-7-carboxylic acid